C1(CC1)C1(SCCS1)C=1N=C2N(N1)[C@@H](C[C@@H]2F)C2=C(C=CC=C2)F (5S,7S)-2-(2-cyclopropyl-1,3-dithiolan-2-yl)-7-fluoro-5-(2-fluorophenyl)-6,7-dihydro-5H-pyrrolo[1,2-b][1,2,4]triazole